3-cyclopentyl-5-(1-methyl-1H-pyrazol-4-yl)-7-morpholinoisoxazolo[4,5-d]pyrimidine C1(CCCC1)C1=NOC2=C1N=C(N=C2N2CCOCC2)C=2C=NN(C2)C